NC1=NC=C(C2=C1C=NN2)NC(C(N2[C@H](CC[C@@H](C2)C)C=2C=CC1=CN(N=C1C2)C2CC2)=O)=O |r| N-(4-Amino-1H-pyrazolo[4,3-c]pyridin-7-yl)-2-oxo-2-[rac-(2R,5S)-2-(2-cyclopropylindazol-6-yl)-5-methyl-1-piperidyl]acetamide